tert-Butyl (S)-6-diazo-2-((S)-3-(1-methyl-1H-indol-3-yl)-2-(4-(quinuclidine-4-carboxamido)butanamido)propanamido)-5-oxohexanoate [N+](=[N-])=CC(CC[C@@H](C(=O)OC(C)(C)C)NC([C@H](CC1=CN(C2=CC=CC=C12)C)NC(CCCNC(=O)C12CCN(CC1)CC2)=O)=O)=O